3-amino-6-methyl-7,8-dihydro-1,6-naphthyridin-5(6H)-one NC=1C=NC=2CCN(C(C2C1)=O)C